4,4'-dicarboxydiphenyl sulfone C1=CC(=CC=C1C(=O)O)S(=O)(=O)C2=CC=C(C=C2)C(=O)O